4-Bromo-6-chloro-1H-indole BrC1=C2C=CNC2=CC(=C1)Cl